C1(CC1)C=1C=NN(C1C=1N=C(C2=C(N1)CN(C2)CC#N)NCC2=CC=C(C=C2)C=2N(C=C(N2)C(F)(F)F)C(C)C)CC 2-(2-(4-cyclopropyl-1-ethyl-1H-pyrazol-5-yl)-4-((4-(1-isopropyl-4-(trifluoromethyl)-1H-imidazol-2-yl)benzyl)amino)-5,7-dihydro-6H-pyrrolo[3,4-d]pyrimidin-6-yl)acetonitrile